C(#N)/N=C(\NCC1=CN=C(S1)C(=O)N1CCC2=C(C=CC=C12)C1=CC(=CC=C1)OCCCN1CCOCC1)/NC1=CC=NC=C1 (E)-2-cyano-1-[(2-{4-[3-(3-morpholinopropoxy)phenyl]indoline-1-carbonyl}thiazol-5-yl)methyl]-3-(pyridin-4-yl)guanidine